C1[C@H](ON=C1Cl)[C@@H](C(=O)O)N The molecule is an L-alpha-amino acid that is L-alanine in which the methyl group is replaced by a (5S)-3-chloro-4,5-dihydro-1,2-oxazol-5-yl group. A glutamine analogue antimetabolite, it interferes with glutamate metabolism and several glutamate-dependent synthetic enzymes. It is obtained as a fermentation product of Streptomyces sviceus bacteria. It has a role as an antimetabolite, a metabolite, an antineoplastic agent, an EC 2.3.2.2 (gamma-glutamyltransferase) inhibitor, an antimicrobial agent, an antileishmanial agent and a glutamine antagonist. It is a member of isoxazoles, an organochlorine compound and a non-proteinogenic L-alpha-amino acid.